4-(2,2,2-trifluoroethyl)imidazolidin-2-one FC(CC1NC(NC1)=O)(F)F